COC(CC1(OCCO1)CCC#C)=O 2-(2-(but-3-ynyl)-1,3-dioxolan-2-yl)acetic acid methyl ester